iron-magnesium hydride [H-].[Mg+2].[Fe+2].[H-].[H-].[H-]